FC1=C(C=C(C=C1)F)C1=CC=C(C=C1)N1C(N(CCC1)C=1SC(=C(N1)C)S(=O)(=O)NCCO)=O 2-(3-(2',5'-difluoro-[1,1'-biphenyl]-4-yl)-2-oxotetrahydropyrimidin-1(2H)-yl)-N-(2-hydroxyethyl)-4-methylthiazole-5-sulfonamide